ClC=1C(=C2N=C(N=C3C2=C([C@H](C[C@H]2[C@@H]4CC[C@H](CN32)N4C(=O)OC(C)(C)C)C)N1)S(=O)(=O)CC)F tert-butyl (4S,5aS,6S,9R)-2-chloro-12-(ethylsulfonyl)-1-fluoro-4-methyl-4,5,5a,6,7,8,9,10-octahydro-3,10a,11,13,14-pentaaza-6,9-methanonaphtho[1,8-ab]heptalene-14-carboxylate